1-[4-(cyanomethyl)-1-[[4-(2-cyclopropylethynyl)phenyl]methyl]-4-piperidyl]-3-(cyclopropanecarbonylamino)pyrazole-4-carboxamide C(#N)CC1(CCN(CC1)CC1=CC=C(C=C1)C#CC1CC1)N1N=C(C(=C1)C(=O)N)NC(=O)C1CC1